(R)-2-(5-bromo-6-(3-fluoropyrrolidin-1-yl)pyridin-3-yl)-N-(5-bromo-6-fluoropyridin-3-yl)thiazole-5-carboxamide BrC=1C=C(C=NC1N1C[C@@H](CC1)F)C=1SC(=CN1)C(=O)NC=1C=NC(=C(C1)Br)F